tert-Butyl 5-methoxy-3,3-dimethyl-2,3-dihydro-1H-benzo[d][1,3]azasilole-1-carboxylate COC=1C=CC2=C([Si](CN2C(=O)OC(C)(C)C)(C)C)C1